C=CC(C=C)N1N=CC=C1C(=O)O 1-(penta-1,4-dien-3-yl)-1H-pyrazole-5-carboxylic acid